CC/C(=C\\CC/C(=C/C(=O)[O-])/C)/CC[C@@H]1[C@](O1)(C)CC The molecule is a polyunsaturated fatty acid anion that is the conjugate base of juvenile hormone I carboxylic acid, obtained by deprotonation of the carboxy group; major species at pH 7.3. It is a polyunsaturated fatty acid anion and a branched-chain fatty acid anion. It is a conjugate base of a juvenile hormone I acid.